COC1=C(C=CC=C1)C1=CC(=NN1)C(=O)N 5-(2-methoxyphenyl)-1H-pyrazole-3-carboxamide